NC1=C(C2=NC3=CC=CC=C3OC2=CC1=O)CO 2-amino-1-hydroxymethylphenoxazin-3-one